Br\C(\C=O)=C/C (2Z)-2-bromobut-2-enal